C(C)(C)(C)C(C(C(C)=N)=N)C(C)(C)C di(tert-butyl)butane-2,3-diimine